C(C)(C)(C1=CC=CC=C1)OOC(C)(C)C1=CC=CC=C1 Di-Cumylperoxid